CS(=O)(=O)[O-].C(CCCCCCCCCC)[NH+]1CC(CCC1)CC 1-Undecyl-3-ethylpiperidinium methansulfonat